methyl 4-[[2-[5-fluoro-1-[(4-methoxyphenyl)methyl]indazol-6-yl]acetyl]amino]pyridine-2-carboxylate FC=1C=C2C=NN(C2=CC1CC(=O)NC1=CC(=NC=C1)C(=O)OC)CC1=CC=C(C=C1)OC